Hydroxycyclopentadienylruthenium hydride O[RuH]C1C=CC=C1